3-(1-methoxyethyl)aniline COC(C)C=1C=C(N)C=CC1